(N-(4-amino-5-prop-2-ynyl-thiazol-2-yl)-4-fluoro-anilino)propionamide NC=1N=C(SC1CC#C)N(C1=CC=C(C=C1)F)C(C(=O)N)C